C(=O)[O-].C(=O)[O-].[K+].[K+] dipotassium diformate